2-hydroxy-2-(4-((5-(((R)-2-hydroxy-2-(8-hydroxy-2-oxo-1,2-dihydrochinolin-5-yl)ethyl)amino)pentyl)oxy)phenyl)-2-phenylacetat OC(C(=O)[O-])(C1=CC=CC=C1)C1=CC=C(C=C1)OCCCCCNC[C@@H](C1=C2C=CC(NC2=C(C=C1)O)=O)O